C(CCCCCCC)(=O)OCC(OC(CCCCCCC)=O)COC(CCCCCCC)=O tri-O-octanoyl-glycerol